4-(2,5-dichlorophenyl)-2-(2-thienylmethyl)imidazole ClC1=C(C=C(C=C1)Cl)C=1N=C(NC1)CC=1SC=CC1